tert-butyl pyrrolo[1,2-c]pyrimidin-3-ylcarbamate C1=NC(=CC=2N1C=CC2)NC(OC(C)(C)C)=O